5-(methacryloyloxy)methyl-1,3-oxathiolane-2-thione C(C(=C)C)(=O)OCC1CSC(O1)=S